N-{8-fluoro-2-methylimidazo[1,2-a]pyridin-6-yl}-2-methyl-4-(3-methylpiperazin-1-yl)-1-benzofuran-7-carboxamide FC=1C=2N(C=C(C1)NC(=O)C1=CC=C(C=3C=C(OC31)C)N3CC(NCC3)C)C=C(N2)C